FC1=C(C(=O)N[C@@H]2COCCC2)C=CC(=C1)C1=CC=CN2C1=NC(=C(C2=O)C)C(F)(F)F 2-fluoro-4-(3-methyl-4-oxo-2-(trifluoromethyl)-4H-pyrido[1,2-a]pyrimidin-9-yl)-N-((3S)-tetrahydro-2H-pyran-3-yl)benzamide